silicon dioxid [Si](=O)=O